P(O)(O)N.P.P diphosphine phosphoramidite